4-(3-(2-(4-fluorophenoxy)acetamido)-2-methylphenyl)-2-(1-(methylsulfonyl)-1,2,3,6-tetrahydropyridin-4-yl)-1H-indole-7-carboxamide FC1=CC=C(OCC(=O)NC=2C(=C(C=CC2)C2=C3C=C(NC3=C(C=C2)C(=O)N)C=2CCN(CC2)S(=O)(=O)C)C)C=C1